NC1=NC(=C2N=CN(C2=N1)[C@H]1[C@]([C@@H]([C@H](O1)CO)O)(CF)F)NC (2R,3R,4R,5R)-5-(2-amino-6-(methylamino)-9H-purin-9-yl)-4-fluoro-4-(fluoromethyl)-2-(hydroxymethyl)tetrahydrofuran-3-ol